(1S,2S)-3-amino-1-(3-(cyclohexylmethoxy)phenyl)-2-methylpropan-1-ol NC[C@@H]([C@H](O)C1=CC(=CC=C1)OCC1CCCCC1)C